C1(CCCC1)CC=1NC(=NN1)C(=O)NC1=NC=CC(=C1)C1=C(C=CC(=C1)OCCCOC)C 5-(Cyclopentylmethyl)-N-(4-(5-(3-methoxypropoxy)-2-methylphenyl)pyridin-2-yl)-4H-1,2,4-triazole-3-carboxamide